6-(hydroxymethyl)nicotinic acid methyl ester COC(C1=CN=C(C=C1)CO)=O